FC(C(=O)O)(F)F.CC1(C2C(NC(C12)=O)=O)C 6,6-dimethyl-3-azabicyclo[3.1.0]hexane-2,4-dione 2,2,2-trifluoroacetate